S(CCC(C(=O)[O-])CC1=CC(=C(C(=C1)C(C)(C)C)O)C(C)(C)C)CCC(C(=O)[O-])CC1=CC(=C(C(=C1)C(C)(C)C)O)C(C)(C)C Thiodiethylenbis(3,5-di-tert-butyl-4-hydroxyhydrocinnamat)